Benzyl (S)-4-(thiophen-2-yl)-6-(4-(methoxycarbonyl) phenyl)-3,6-dihydropyridine-1(2H)-carboxylate S1C(=CC=C1)C=1CCN([C@@H](C1)C1=CC=C(C=C1)C(=O)OC)C(=O)OCC1=CC=CC=C1